COC(C(C)(C1=CC(=CC=C1)OC)N1N=CC=2C=3N(C(=NC21)N)N=C(N3)C=3OC=CC3)=O 2-(5-amino-2-(furan-2-yl)-7H-pyrazolo[4,3-e][1,2,4]triazolo[1,5-c]pyrimidin-7-yl)-2-(3-methoxyphenyl)propionic acid methyl ester